BrC=1C=CC(=C(C(=O)NC)C1)OC(F)(F)F 5-bromo-N-methyl-2-(trifluoromethoxy)benzamide